C(C1=CC=CC=C1)(=O)OC1=C(C(=C(C=C1C)C1CCCCC1)C)OC(C1=CC=CC=C1)=O 4-(cyclohexyl)-3,6-dimethyl-1,2-phenylene dibenzoate